4-[[cis-3-aminocyclopentyl]amino]-N'-(2-ethyl-5-fluoro-phenyl)-6-(5-methoxy-2-methyl-phenyl)pyrrolo[1,2-b]pyridazine-3-carboxamidine N[C@H]1C[C@H](CC1)NC=1C=2N(N=CC1C(=NC1=C(C=CC(=C1)F)CC)N)C=C(C2)C2=C(C=CC(=C2)OC)C